4-(2-Ethylbutyl)-N-(3-(4-fluorophenoxy)-5-(4-(prop-2-yn-1-ylcarbamoyl)phenoxy)phenyl)piperazine-1-carboxamide C(C)C(CN1CCN(CC1)C(=O)NC1=CC(=CC(=C1)OC1=CC=C(C=C1)C(NCC#C)=O)OC1=CC=C(C=C1)F)CC